C(C)(=O)OCCCCCCCCCCC=CCC tetradec-11-en-1-yl acetate